C1(CCC1)CNCC=1N(C2=CC(=CC=C2C1)CNC(=O)C=1N=C2N(C(C1)=O)C=CC=C2)C N-[(2-{[(cyclobutylmethyl)amino]methyl}-1-methyl-1H-indol-6-yl)methyl]-4-oxo-4H-pyrido[1,2-a]pyrimidine-2-carboxamide